C(C)(C)(C)OC(=O)N1[C@H](C2=C([C@@H](C1)OC)N=CS2)C trans-tert-butyl-7-methoxy-4-methyl-6,7-dihydrothiazolo[5,4-c]pyridine-5(4H)-carboxylate